diaminophenol sodium [Na].NC=1C(=C(C=CC1)O)N